ClC1=C(C(=O)O[C@H](CC(=O)OCC)C)C=C(C(=C1)F)B1OC(C(O1)(C)C)(C)C [(1S)-3-ethoxy-1-methyl-3-oxo-propyl] 2-chloro-4-fluoro-5-(4,4,5,5-tetramethyl-1,3,2-dioxaborolan-2-yl)benzoate